N-(2-(4-chloro-1H-imidazol-1-yl)-4-ethoxyquinolin-6-yl)oxetan-3-carboxamide ClC=1N=CN(C1)C1=NC2=CC=C(C=C2C(=C1)OCC)NC(=O)C1COC1